ClC=1C(=NC=CC1)CN(CCCC(=O)NO)[C@H]1CCCC=2C=CC=NC12 (S)-4-(((3-chloropyridin-2-yl)methyl)(5,6,7,8-tetrahydroquinolin-8-yl)amino)-N-hydroxybutyramide